2-(4'-Fluoro-2'-(4-methyl-4H-1,2,4-triazol-3-yl)-[1,1'-biphenyl]-3-yl)-1H-benzo[d]imidazole-5-carbaldehyde FC1=CC(=C(C=C1)C1=CC(=CC=C1)C1=NC2=C(N1)C=CC(=C2)C=O)C2=NN=CN2C